N-{(6R,7aR)-2-[4-(2,6-difluorophenyl)-6-methyl-1,2-benzoxazol-3-yl]-7,7-difluoro-3-oxohexahydro-1H-pyrrolo[1,2-c]imidazol-6-yl}ethanesulfonamide FC1=C(C(=CC=C1)F)C1=CC(=CC2=C1C(=NO2)N2C(N1[C@H](C2)C([C@@H](C1)NS(=O)(=O)CC)(F)F)=O)C